(3S)-N-(3,5-difluoro-4-(3-methyl-2-(2,2,2-trifluoroethyl)-2,3,4,6,7,9-hexahydro-1H-cyclobuta[f]pyrido[3,4-b]indol-1-yl)phenyl)-1-(3-fluoropropyl)pyrrolidin-3-amine FC=1C=C(C=C(C1C1N(C(CC2=C1NC1=CC3=C(C=C21)CC3)C)CC(F)(F)F)F)N[C@@H]3CN(CC3)CCCF